N'-(5-chloronicotinoyl)-1-((5-fluoropyridin-3-yl)methyl)-6-oxo-1,6-dihydropyridazine-3-carbohydrazide ClC=1C=NC=C(C(=O)NNC(=O)C2=NN(C(C=C2)=O)CC=2C=NC=C(C2)F)C1